C(C)(C)(C)C1=CC=CC(=N1)N1N(C(C=2C1=NC(=NC2)SC)=O)C(C(F)(F)F)C 1-(6-tert-butylpyridin-2-yl)-6-(methylthio)-2-(1,1,1-trifluoropropan-2-yl)-1H-pyrazolo[3,4-d]pyrimidin-3(2H)-one